COC(CN1C(C=2N(CC1C(=O)NC1=C(C=CC=C1C)C)C=C(C(C2O)=O)C(=O)O)=O)OC (2,2-Dimethoxyethyl)-3-((2,6-dimethylphenyl)aminocarbonyl)-9-hydroxy-1,8-dioxo-1,3,4,8-tetrahydro-2H-pyrido[1,2-a]pyrazine-7-carboxylic acid